ethyl 2-((6-chloropyridazin-3-yl)methyl)oxazole-4-carboxylate ClC1=CC=C(N=N1)CC=1OC=C(N1)C(=O)OCC